4-[2-(3-{(cis)-4-[(cyclohexanecarbonyl) oxy] cyclohexyl} anilino)-2-oxoethyl]-2-methoxyphenylcyclohexanecarboxylate C1(CCCCC1)C(=O)O[C@H]1CC[C@H](CC1)C=1C=C(NC(CC2=CC(=C(C=C2)OC(=O)C2CCCCC2)OC)=O)C=CC1